O1COC2=C1C=CC(=C2)C=CC=2N=C(SC2)NC(OC(C)(C)C)=O tert-butyl (4-(2-(benzo[d][1,3]dioxol-5-yl)vinyl)thiazol-2-yl)carbamate